N-(4,5-Dichloro-2,3-dihydro-1H-inden-2-yl)-6-((S)-2,2,2-trifluoro-1-(methylamino)ethyl)pyridin-3-amine ClC1=C2CC(CC2=CC=C1Cl)NC=1C=NC(=CC1)[C@@H](C(F)(F)F)NC